(5S,6S)-6-Cyclobutyl-5-(4-(4-(dimethoxymethyl)piperidin-1-yl)phenyl)-5,6,7,8-tetrahydronaphthalene C1(CCC1)[C@H]1[C@H](C=2C=CC=CC2CC1)C1=CC=C(C=C1)N1CCC(CC1)C(OC)OC